FC1=C(C=CC=C1)C1=CC=C(C(=C1)[N+](=O)[O-])N1CCN(CC1)C fluoro-4'-(4-methylpiperazin-1-yl)-5'-nitro-[1,1'-biphenyl]